ClC1=CC2=C(N=CN(C2=O)CC2(CCN(CC2)C(=O)C2(CC2)C)O)N1C1=CC=C(C=C1)[C@H]1NC[C@@H](OC1)CC 6-Chloro-7-(4-((3R,6S)-6-ethylmorpholin-3-yl)phenyl)-3-((4-hydroxy-1-(1-methylcyclopropane-1-carbonyl)piperidin-4-yl)methyl)-3,7-dihydro-4H-pyrrolo[2,3-d]pyrimidin-4-one